OCC=1C=C(C=NC1)C(C)(C)O 2-[5-(hydroxymethyl)pyridin-3-yl]propan-2-ol